(1R,4S)-4-Vinyl-2-oxa-5-azabicyclo[2.2.1]heptane-5-carboxylate C(=C)[C@@]12CO[C@@H](CN1C(=O)[O-])C2